ethyl 2-(4-(tert-butoxycarbonyl)piperazin-1-yl)oxazole-5-carboxylate C(C)(C)(C)OC(=O)N1CCN(CC1)C=1OC(=CN1)C(=O)OCC